C(=O)O.NCC(=O)NCC=1NC2=C(C(=CC=C2C1C=1C=NNC1)Cl)Cl 2-Amino-N-[[6,7-dichloro-3-(1H-pyrazol-4-yl)-1H-indol-2-yl]methyl]acetamide formic acid salt